N-(N-vinylbenzyl-2-aminoethyl)-3-aminopropyltrimethoxysilane hydrochloride Cl.C(=C)NC(CNCCC[Si](OC)(OC)OC)CC1=CC=CC=C1